C(C)OP1(OC(=C(C2=C1C=CC=C2)[Se]C2=CC=CC=C2)C2=CC=C(C=C2)CC)=O 1-Ethoxy-3-(4-ethylphenyl)-4-(phenylselanyl)benzo[c][1,2]oxaphosphinine 1-oxide